N-[Dimethyl(oxo)-λ6-sulfanylidene]-6-fluoro-2-[[4-[1-methyl-4-(4-pyridyl)pyrazol-3-yl]phenoxy]methyl]quinoline-4-carboxamide CS(=NC(=O)C1=CC(=NC2=CC=C(C=C12)F)COC1=CC=C(C=C1)C1=NN(C=C1C1=CC=NC=C1)C)(=O)C